C(C)(C)C1=C(C=CC=C1)C1=NC=C2NC(N(C2=N1)CC1=CC=C(C=C1)C(=O)N1C[C@H](CC1)OCCOC)=O (S)-2-(2-isopropylphenyl)-9-(4-(3-(2-methoxyethoxy)pyrrolidine-1-carbonyl)benzyl)-7,9-dihydro-8H-purin-8-one